4,8-bis(5-methylthiophen-2-yl)-6-(4-propylphenyl)-5H-imidazo[4',5':4,5]benzo[1,2-c][1,2,5]thiadiazole CC1=CC=C(S1)C1=C2C(=C(C3=NSN=C31)C=3SC(=CC3)C)N=C(N2)C2=CC=C(C=C2)CCC